(S)-N-(3-(dimethylamino)propyl)-N-(4-fluorophenyl)-1-(6-methyl-4-(trifluoromethyl)pyridin-2-yl)pyrrolidine-2-carboxamide Isodecyl-isononanoate C(CCCCCCC(C)C)OC(CCCCCC(C)C)=O.CN(CCCN(C(=O)[C@H]1N(CCC1)C1=NC(=CC(=C1)C(F)(F)F)C)C1=CC=C(C=C1)F)C